CC=1OC(=CN1)C(=O)N[C@@H]1CCC2=CC(=CC=C12)C1=NOC(=C1)C (R)-2-methyl-N-(5-(5-methylisoxazol-3-yl)-2,3-dihydro-1H-inden-1-yl)oxazole-5-carboxamide